Hydrogenphosphonate P(O)([O-])=O